1,1,1-trifluoro-3-methyl-2,4-pentanediol benzoate benzenesulfonate C1(=CC=CC=C1)S(=O)(=O)OC(C(C(C(F)(F)F)OC(C1=CC=CC=C1)=O)C)C